(1S,2S)-N-(6-((R)-1-cyanospiro[2.2]pentan-1-yl)isoquinolin-3-yl)-2-(pyridin-3-yl)cyclopropane-1-carboxamide C(#N)[C@@]1(CC12CC2)C=2C=C1C=C(N=CC1=CC2)NC(=O)[C@@H]2[C@H](C2)C=2C=NC=CC2